COC=1C=C(CN2C=NC=3C2=NC=C(C3)N3CC2(C3)CCNCC2)C=CC1OCC=1C=NC(=CC1)OC 3-(3-Methoxy-4-((6-methoxypyridin-3-yl)methoxy)benzyl)-6-(2,7-diazaspiro[3.5]nonan-2-yl)-3H-imidazo[4,5-b]pyridine